6-[4-[3-(6-fluoro-4-oxo-3H-quinazolin-2-yl)propionyl]-3-(hydroxymethyl)piperazin-1-yl]pyridine-3-carbonitrile FC=1C=C2C(NC(=NC2=CC1)CCC(=O)N1C(CN(CC1)C1=CC=C(C=N1)C#N)CO)=O